C(C)OC1=C(C=C(C=C1)F)C=1C=C2C(=NC1)NC(N2CC(C=2SC=CC2)=O)=O 6-(2-ethoxy-5-fluoro-phenyl)-1-[2-oxo-2-(2-thienyl)ethyl]-3H-imidazo[4,5-b]pyridin-2-one